tert-Butyl 4-(1,4-dimethyl-1H-pyrazol-5-yl)-4-fluoropiperidine-1-carboxylate CN1N=CC(=C1C1(CCN(CC1)C(=O)OC(C)(C)C)F)C